dehydroalanine NC(=C)C(=O)O